4-hydroxy-6-(hydroxymethyl)oxan OC1CCOC(C1)CO